Trans-ethyl 4-(fluoromethyl)pyrrolidine-3-carboxylate FC[C@H]1[C@@H](CNC1)C(=O)OCC